OC1=CC=C(C(=O)OCCCCCCCCCCCCCC(C)C)C=C1 i-hexadecyl p-hydroxybenzoate